C(OC=1C=C(C(=O)NC)C=CC1NCC#C)([2H])([2H])[2H] 3-(2H3)methoxy-N-methyl-4-(prop-2-yn-1-ylamino)benzamide